1,3,5-tris(3,5-di-tert-butyl-4-hydroxyphenylmethyl)2,4,6-trimethylbenzene C(C)(C)(C)C=1C=C(C=C(C1O)C(C)(C)C)CC1=C(C(=C(C(=C1C)CC1=CC(=C(C(=C1)C(C)(C)C)O)C(C)(C)C)C)CC1=CC(=C(C(=C1)C(C)(C)C)O)C(C)(C)C)C